N-(2-ethylhexyl)-2-(3-methoxy-4-hydroxyphenyl)-3,7-dimethoxy-5-hydroxyquinolin-4-one C(C)C(CN1C(=C(C(C2=C(C=C(C=C12)OC)O)=O)OC)C1=CC(=C(C=C1)O)OC)CCCC